N-(4-methoxyphenyl)-N-(tert-amyl)acrylamide COC1=CC=C(C=C1)N(C(C=C)=O)C(C)(C)CC